BrC=1SC=C(N1)CC1N(CCC1=O)C(=O)OC(C)(C)C Tert-Butyl 2-((2-bromo-1,3-thiazol-4-yl)methyl)-3-oxopyrrolidine-1-carboxylate